1-(2-((6-((R)-3-(2-Ethoxyphenoxy)piperidin-1-yl)pyrazin-2-yl)amino)pyrimidin-4-yl)piperidin C(C)OC1=C(O[C@H]2CN(CCC2)C2=CN=CC(=N2)NC2=NC=CC(=N2)N2CCCCC2)C=CC=C1